1-(3-(4-(4-(trifluoromethyl)phenyl)quinazolin-2-yl)azetidin-1-yl)prop-2-en-1-one FC(C1=CC=C(C=C1)C1=NC(=NC2=CC=CC=C12)C1CN(C1)C(C=C)=O)(F)F